C(C)N1C(=C(C2=CC=CC=C12)C1(OC(=O)C2=CC=CN=C12)C1=C(C=C(C=C1)N(CC)CC)OCC)C 3-(1-ethyl-2-methylindol-3-yl)-3-(2-ethoxy-4-diethylaminophenyl)-4-azaphthalide